3',4'-difluoro-2'-aminobiphenyl FC=1C(=C(C=CC1F)C1=CC=CC=C1)N